methyl 6-acetyl-5-fluoro-1-oxido-pyridin-1-ium-3-carboxylate C(C)(=O)C1=C(C=C(C=[N+]1[O-])C(=O)OC)F